4-bromo-N-(3-(2-(tert-butyl)-5-(2-(methylthio)pyrimidin-4-yl)thiazol-4-yl)-2-fluorophenyl)-2,6-difluorobenzenesulfonamide BrC1=CC(=C(C(=C1)F)S(=O)(=O)NC1=C(C(=CC=C1)C=1N=C(SC1C1=NC(=NC=C1)SC)C(C)(C)C)F)F